CN1C(C=CC(=C1)[C@H]1OCC[C@H](C1)C=1C=C(C=2C(=NC(=C(N2)C)C)N1)C12CC(C1)(C2)C(F)(F)F)=O 1-methyl-5-[(2S,4R)-4-[2,3-dimethyl-8-[3-(trifluoromethyl)-1-bicyclo[1.1.1]pentanyl]pyrido[2,3-b]pyrazin-6-yl]tetrahydropyran-2-yl]pyridin-2-one